2,2,2-trifluoro-N-(1-(5-methylpyrazin-2-yl)ethyl)acetamide FC(C(=O)NC(C)C1=NC=C(N=C1)C)(F)F